3-(1-(benzyloxy)-2-methylpropan-2-yl)-7-methoxy-3,4-dihydropyrazino[1,2-b]indazole C(C1=CC=CC=C1)OCC(C)(C)C1N=CC=2N(N=C3C(=CC=CC23)OC)C1